tert-butyl N-[2-[2-[2-[2,6-bis-(oxo)piperidin-3-yl]-1,3-bis(oxo)isoindol-5-yl]oxyethoxy]ethyl]-N-[2-[4-[6-(dimethylamino) pyridin-3-yl]phenyl]-1,3-benzothiazol-6-yl]carbamate O=C1NC(CCC1N1C(C2=CC=C(C=C2C1=O)OCCOCCN(C(OC(C)(C)C)=O)C1=CC2=C(N=C(S2)C2=CC=C(C=C2)C=2C=NC(=CC2)N(C)C)C=C1)=O)=O